(S)-(1,3-Dimethyl-azetidin-3-yl)-{3-[5-(4-fluoro-tetrahydro-pyran-4-yl)-[1,2,4]oxadiazol-3-yl]-phenyl}-(4-isopropyl-phenyl)-methanol CN1CC(C1)(C)[C@](O)(C1=CC=C(C=C1)C(C)C)C1=CC(=CC=C1)C1=NOC(=N1)C1(CCOCC1)F